CC1=CCCC=C1C 2,3-dimethyl-1,3-cyclohexadiene